C1CN(CCN1)C2=CC=C(C=C2)F N-(4-fluorophenyl)piperazine